ClC=1C=C2C=C(NC2=CC1OCC1=CC(=NO1)C)CNC(=O)C1=NOC=C1 N-((5-chloro-6-((3-methylisoxazol-5-yl)methoxy)-1H-indol-2-yl)methyl)isoxazole-3-carboxamide